C(CCCCCCC\C=C/C[C@H](O)CCCCCC)(=O)O.C(CCCCCCC\C=C/C[C@H](O)CCCCCC)(=O)O ricinoleic acid, ricinoleate salt